ClC=1C=C(C=NC1)S(=O)(=O)C1=CC=C(C=C1)CNC(=O)C=1C=CC=2N(C1)C=CN2 N-{[4-(5-chloropyridine-3-sulfonyl)phenyl]methyl}imidazo[1,2-a]pyridine-6-carboxamide